4-{8-amino-3-[(6'S,8a'R)-3'-oxohexahydrospiro[cyclopropane-1,2'-indolizin]-6'-yl]imidazo[1,5-a]pyrazin-1-yl}-3-ethoxy-N-[4-(trifluoromethyl)pyridin-2-yl]benzamide NC=1C=2N(C=CN1)C(=NC2C2=C(C=C(C(=O)NC1=NC=CC(=C1)C(F)(F)F)C=C2)OCC)[C@@H]2CN1C(C3(C[C@H]1CC2)CC3)=O